4-(6-(2,7-diazaspiro[3.5]non-7-yl)pyridin-3-yl)-6-(2-hydroxyethoxy)pyrazolo[1,5-a]pyridine-3-carbonitrile C1NCC12CCN(CC2)C2=CC=C(C=N2)C=2C=1N(C=C(C2)OCCO)N=CC1C#N